N(=C=O)CCC[Si](OC(C)C)(OC(C)C)OC(C)C 3-isocyanatopropyltriisopropoxysilane